S1C(C=CC1)C(=O)C1SCC=C1 (5H)-thienyl ketone